2-(3,5-dimethylphenyl)phenol CC=1C=C(C=C(C1)C)C1=C(C=CC=C1)O